COC1=CC2=C(C=C1)NC(=O)C(O2)O[C@H]3[C@@H]([C@H]([C@@H]([C@H](O3)CO)O)O)O The molecule is a beta-D-glucoside derived from 2-hydroxy-7-methoxy-3-oxo-3,4-dihydro-2H-1,4-benzoxazine. It has a role as a mouse metabolite and a rat metabolite. It is a beta-D-glucoside, a benzoxazine, an aromatic ether and a monosaccharide derivative. It derives from a HBOA.